OCCCOC1=CC=C(OC2=CC(=CC=3N2C=NC3)C(=O)NN)C=C1 5-[4-(3-hydroxypropoxy)phenoxy]imidazo[1,5-a]pyridine-7-carbohydrazide